(R)-4-(3-(3-aminopiperidine-1-carbonyl)-1-(4-(diethylamino)-2-fluorophenyl)-1H-pyrazole-5-yl)benzonitrile N[C@H]1CN(CCC1)C(=O)C1=NN(C(=C1)C1=CC=C(C#N)C=C1)C1=C(C=C(C=C1)N(CC)CC)F